C(CCCCCCCCCCC)C=1N=NN(C1)CCC[Si](OCC)(OCC)OCC 4-Dodecyl-1-[3-(triethoxysilyl)propyl]-1,2,3-triazole